2-(3-chloro-4-methylphenyl)-N-((5-(2,6-dioxopiperidin-3-yl)-4-oxo-5,6-dihydro-4H-thieno[3,4-c]pyrrol-1-yl)methyl)-2,2-difluoroacetamide ClC=1C=C(C=CC1C)C(C(=O)NCC=1SC=C2C1CN(C2=O)C2C(NC(CC2)=O)=O)(F)F